F[P-](F)(F)(F)(F)F.N1(N=NC2=C1C=CC=C2)O[P+](N2CCCC2)(N2CCCC2)N2CCCC2 (1H-benzotriazol-1-yloxy)-tripyrrolidinylphosphonium hexafluorophosphate